6-cyclohexanyloxy-9-ethyl-N-(4-(ethylsulfonyl)benzyl)-9H-carbazole-3-amide C1(CCCCC1)OC=1C=C2C=3C=C(C=CC3N(C2=CC1)CC)C(=O)NCC1=CC=C(C=C1)S(=O)(=O)CC